6-oxo-piperidine-carboxylic acid O=C1CCCCN1C(=O)O